CC1=C(C=C(C(=C1C)N)C)N 2,3,5-trimethyl-1,4-phenylenediamine